4-((4-fluorophenyl)sulfonyl)-3-(2-(imidazo[1,2-b]pyridazin-6-ylsulfanyl)ethyl)-3,4-dihydroquinoxaline FC1=CC=C(C=C1)S(=O)(=O)N1C(C=NC2=CC=CC=C12)CCSC=1C=CC=2N(N1)C=CN2